decane-1,10-dicarboxylic acid di(4-aminophenyl) ester NC1=CC=C(C=C1)OC(=O)CCCCCCCCCCC(=O)OC1=CC=C(C=C1)N